CS(=O)(=O)C1=CC=C(C=C1)NC1=NC=C2C(=N1)N(N=C2)CC2CCC(CC2)C(=O)OC2=CC=C(C=C2)F 4-Fluorophenyl (1s,4s)-4-((6-((4-(methylsulfonyl)phenyl)amino)-1H-pyrazolo[3,4-d]pyrimidin-1-yl)methyl)cyclohexane-1-carboxylate